Methyl-N-(2-((2-methyl-3-((5-(methylthio)pyrimidin-2-yl)amino)propyl)amino)benzo[d]thiazol-6-yl)methanesulfonamide CCS(=O)(=O)NC1=CC2=C(N=C(S2)NCC(CNC2=NC=C(C=N2)SC)C)C=C1